[N-]=C=O.C1=C(C=CC=C1C)C 2,6-Xylene isocyanate